4-Methoxy-2-(2-(4-methyl-1H-imidazol-1-yl)-4-(trifluoromethyl)phenyl)quinoline-7-carboxylic acid COC1=CC(=NC2=CC(=CC=C12)C(=O)O)C1=C(C=C(C=C1)C(F)(F)F)N1C=NC(=C1)C